COC=1C(=C2C=CNC2=C(C1)C)CN1[C@@H](CC(CC1)C1=CSC=C1)C1=CC=CC=C1C(=O)O (2S)-1-((5-methoxy-7-methyl-1H-indol-4-yl)methyl)-4-(thiophen-3-yl)piperidine-2-benzoic acid